[3-Formyl-5-(trifluoromethyl)phenyl]boronic acid C(=O)C=1C=C(C=C(C1)C(F)(F)F)B(O)O